NC1=NN2C(C=C(C=C2)C=2C(=C(C(=O)NCCC(O)C3=CC(=C(C=C3)Cl)Cl)C(=CC2)C)F)=N1 3-(2-amino-[1,2,4]triazolo[1,5-a]pyridin-7-yl)-N-(3-(3,4-dichlorophenyl)-3-hydroxypropyl)-2-fluoro-6-methylbenzamide